N-[1-(trifluoromethyl)cyclopropyl]-4H,5H,6H,7H-pyrazolo[1,5-a]pyrazine-3-carboxamide hydrochloride Cl.FC(C1(CC1)NC(=O)C=1C=NN2C1CNCC2)(F)F